FC1=C(N=CC2=C1N=CN=C2)C2=CC=CC1=CC=CC(=C21)C#C[Si](C(C)C)(C(C)C)C(C)C 8-fluoro-7-(8-((triisopropylsilyl)ethynyl)naphthalen-1-yl)pyrido[4,3-d]pyrimidine